(S)-2-(1-(6-chloro-2-oxopyridin-1(2H)-yl)cyclopropane-1-carboxamido)-4-(((S)-3-fluoro-2-methoxypropyl)(4-(5,6,7,8-tetrahydro-1,8-naphthyridin-2-yl)butyl)amino)butanoic acid ClC1=CC=CC(N1C1(CC1)C(=O)N[C@H](C(=O)O)CCN(CCCCC1=NC=2NCCCC2C=C1)C[C@@H](CF)OC)=O